FC1=CC(=C(C(=C1)C)C(C)O)C 1-(4-fluoro-2,6-dimethylPhenyl)ethan-1-ol